(R)-3-(trifluoromethyl)morpholine hydrochloride Cl.FC([C@@H]1NCCOC1)(F)F